C(C)(=O)NC(=O)C1OC=CC=C1 N-acetylpyranamide